C(#N)N1CC(CC1)(C)NC(C1=C(C=C(C=C1)C=1C=NN(C1)C)F)=O N-(1-cyano-3-methylpyrrolidin-3-yl)-2-fluoro-4-(1-methyl-1H-pyrazol-4-yl)benzamide